Ethyl [(2-bromo-5-chloropyridin-3-yl)carbamoyl]formate BrC1=NC=C(C=C1NC(=O)C(=O)OCC)Cl